5-benzo[b]thiophen-3-yl-6-isopropyl-pyridin-2-ylamine S1C2=C(C(=C1)C=1C=CC(=NC1C(C)C)N)C=CC=C2